(S,E)-N-[2-(6-fluorobenzo[d]isoxazol-3-yl)benzylidene]propane-2-sulfinamide FC1=CC2=C(C(=NO2)C2=C(\C=N\[S@@](=O)C(C)C)C=CC=C2)C=C1